methyl 2-((4-((R)-2-(4-chlorophenyl)-2,3-dihydrobenzo[b][1,4]dioxin-5-yl) piperidin-1-yl) methyl)-4-cyano-1-((S)-oxetan-2-ylmethyl)-1H-benzo[d]imidazole-6-carboxylate ClC1=CC=C(C=C1)[C@@H]1COC2=C(O1)C=CC=C2C2CCN(CC2)CC2=NC1=C(N2C[C@H]2OCC2)C=C(C=C1C#N)C(=O)OC